(S)-2,2,2-trifluoro-1-(4-fluorophenyl)-1-(2-(piperazin-1-yl)pyrimidin-5-yl)ethanamine FC([C@@](N)(C=1C=NC(=NC1)N1CCNCC1)C1=CC=C(C=C1)F)(F)F